C1(CC1)[C@H]1C(NC(C=2N1N=C(C2)N2[C@@H](COCC2)C)=O)(C)C (S)-7-cyclopropyl-6,6-dimethyl-2-((R)-3-methylmorpholino)-6,7-dihydropyrazolo[1,5-a]pyrazin-4(5H)-one